CC=1N=C(C2=C(N1)C=NC(=C2)P2(CCCC2)=O)N[C@H](C)C2=C(C(=CC=C2)C(F)(F)F)C 1-[2-methyl-4-({(1R)-1-[2-methyl-3-(trifluoromethyl)phenyl]ethyl}amino)pyrido[3,4-d]pyrimidin-6-yl]-1lambda5-phospholan-1-one